4-[trans-(4-aminocyclohexyl)amino]-6-(4-amino-2-methyl-phenyl)-N'-(2-chloro-5-fluoro-phenyl)pyrrolo[1,2-b]pyridazine-3-carboxamidine N[C@@H]1CC[C@H](CC1)NC=1C=2N(N=CC1C(=NC1=C(C=CC(=C1)F)Cl)N)C=C(C2)C2=C(C=C(C=C2)N)C